C(C)OC1=NC=CC=C1C1=C(C2=C(N=C1)N(N=C2C(C)C)C)NCC2=NC=CC(=N2)C (2-ethoxy-3-pyridyl)-3-isopropyl-1-methyl-N-[(4-methylpyrimidin-2-yl)methyl]pyrazolo[3,4-b]pyridin-4-amine